CC1=C(CN2C(C3(OC4=C(C=CC=C4)C34C(N(C3=CC=CC=C43)CC4=C(C=CC=C4)C)=O)C4=CC=CC=C24)=O)C=CC=C1 1,1''-Bis(2-methylbenzyl)dispiro[indoline-3,2'-benzofuran-3',3''-indoline]-2,2''-dione